ethyl 1-methyl-2-((6-(pyrrolidin-1-yl) benzo[d]oxazol-2-yl) amino)-1H-benzo[d]imidazole-5-carboxylate CN1C(=NC2=C1C=CC(=C2)C(=O)OCC)NC=2OC1=C(N2)C=CC(=C1)N1CCCC1